FC1(OC2=C(O1)C=C(C(=C2)O)[N+](=O)[O-])F 2,2-difluoro-6-nitrobenzo[d][1,3]Dioxolen-5-ol